2-(tert-butyl)-N-(2-methyl-4-(5-(piperazin-1-yl)pyrimidin-4-yl)benzyl)-2H-tetrazole-5-carboxamide hydrochloride Cl.C(C)(C)(C)N1N=C(N=N1)C(=O)NCC1=C(C=C(C=C1)C1=NC=NC=C1N1CCNCC1)C